ClC=1C=C(C=C(C1)Cl)C=1C=CN=C2C(=C(C=NC12)C(=O)N[C@H]1CCOC2=CC=CC=C12)N1CCOCC1 8-(3,5-dichlorophenyl)-N-[(4S)-3,4-dihydro-2H-chromen-4-yl]-4-(morpholin-4-yl)-1,5-naphthyridine-3-carboxamide